CC12CCCC(OC1=O)C2 (±)-1-methyl-6-oxabicyclo[3.2.1]octan-7-one